3-amino-1-(2-azatricyclo[10.4.0.04,9]hexadeca-1(16),4,6,8,12,14-hexaen-10-yn-2-yl)propan-1-one NCCC(=O)N1C2=CC=CC=C2C#CC2=CC=CC=C2C1